Cl.C(C)(=O)OCC1=CC=CC=C1 benzyl acetate hydrochloride